1,6-Diazabicyclo[4.4.4]tetradecan N12CCCCN(CCCC1)CCCC2